NC1=C(C=CC=C1)C(CCCC)=O 1-(2-aminophenyl)pentan-1-one